3-[(1R)-2-(dimethylamino)-1-methylethoxy]-2-pyrazinecarbonitrile CN(C[C@H](OC=1C(=NC=CN1)C#N)C)C